OCCCC(CC(=O)SCCNC(CCNC([C@@H](C(COP(OP(OC[C@@H]1[C@H]([C@H]([C@@H](O1)N1C=NC=2C(N)=NC=NC12)O)OP(=O)(O)O)(=O)O)(=O)O)(C)C)O)=O)=O)=O 6-hydroxy-3-oxo-hexanoyl-CoA